CS(=O)C=1C=C(C2=C(N=C(O2)N2CC3N(C(C2)C3)C(=O)OC(C)(C)C)C1)C=1SC=CN1 tert-Butyl 3-(5-(methylsulfinyl)-7-(thiazol-2-yl)benzo[d]oxazol-2-yl)-3,6-diazabicyclo[3.1.1]heptane-6-carboxylate